tert-butyl 5-(chlorosulfonyl)-1H-pyrazolo[4,3-b]pyridine-1-carboxylate ClS(=O)(=O)C1=CC=C2C(=N1)C=NN2C(=O)OC(C)(C)C